C(C)OC=1C=C(C=CC1)C1=NN=C(S1)N 5-(3-ethoxyphenyl)-1,3,4-thiadiazol-2-amine